C(C1=CC=CC=C1)NC(CCCCCCC)=O N-benzyl-octanamide